1-bromo-2-(prop-2-yn-1-yloxy)-4-(trifluoromethyl)benzene BrC1=C(C=C(C=C1)C(F)(F)F)OCC#C